NC=1N=C(SC1C(=O)NC1=C(C(=CC=C1C)O)C)NC1=NN(C=C1)C 4-Amino-N-(3-hydroxy-2,6-dimethyl-phenyl)-2-[(1-methylpyrazol-3-yl)amino]thiazole-5-carboxamide